3,3'-Trithiodipropionic Acid C(CCSSSCCC(=O)O)(=O)O